1-allyl-3-(4-fluorophenyl)-2,4-dioxo-1,2,3,4-tetrahydropyrimidine-5-carboxylic acid ethyl ester C(C)OC(=O)C=1C(N(C(N(C1)CC=C)=O)C1=CC=C(C=C1)F)=O